4-aminonicotinic acid NC1=CC=NC=C1C(=O)O